2-[[5-(4-Chloro-2-fluorophenyl)-3-methyltriazol-4-yl]methyl]-5-[3-(2-methylpyrimidin-4-yl)oxyazetidin-1-yl]pyridazin-3-on ClC1=CC(=C(C=C1)C1=C(N(N=N1)C)CN1N=CC(=CC1=O)N1CC(C1)OC1=NC(=NC=C1)C)F